C(#N)C=1C=C(C=CC1)C=1N=C(SC1C1=CC(=NC(=C1)C)C)NC(=O)N1[C@@H](CC1)C(C)(C)O (2S)-N-[4-(3-cyanophenyl)-5-(2,6-dimethyl-4-pyridyl)thiazol-2-yl]-2-(1-hydroxy-1-methylethyl)azetidine-1-carboxamide